BrC1=C(C(=O)OC)C=C(C=C1)NC1=NC=C(C(=N1)NC(CO)CC)C methyl 2-bromo-5-((4-((1-hydroxybutan-2-yl)amino)-5-methylpyrimidin-2-yl)amino)benzoate